4-(6',8'-dihydro-5'H-spiro[cyclopentane-1,7'-quinolin]-3'-ylamino)-2-{3-methoxy-4-[(1r,3r)-3-(dimethylamino)cyclobutoxy]phenylamino}pyrimidine N1=CC(=CC=2CCC3(CC12)CCCC3)NC3=NC(=NC=C3)NC3=CC(=C(C=C3)OC3CC(C3)N(C)C)OC